CS(=O)(=O)CC1CN(C1)C=1C=CC(=C2C=C(N=CC12)NC1=NC(=NC=C1)N1CC[C@@H](CCC1)O)C(C)C |r| (rac)-1-[4-({8-[3-(methanesulfonylmeth-yl)azetidin-1-yl]-5-(propan-2-yl)isoquinolin-3-yl}amino)pyrimidin-2-yl]azepan-4-ol